C(C)(=O)C1=C(N=C(S1)C=1C=NN2C1C=CC(=C2)OCCN2CCOCC2)C2=CC(N(C=C2)CC(F)(F)F)=O 4-[5-acetyl-2-[6-(2-morpholin-4-ylethoxy)pyrazolo[1,5-a]pyridin-3-yl]-1,3-thiazol-4-yl]-1-(2,2,2-trifluoroethyl)pyridin-2-one